ClC=1C=CC2=C(C(OC(N2CC)=O)=O)C1C chloro-1-ethyl-(methyl)-2H-3,1-benzoxazine-2,4(1H)-dione